O=C1NC(CCC1N1C(C2=CC=CC(=C2C1)SCCCCN1CC(N(CC1)C1=C(C=C(C(=O)N2CCC(CC2)CCCCNC(\C=C\C2=NC=CN=C2)=O)C=C1)C(C)C)C)=O)=O (E)-N-(4-(1-(4-(4-(4-((2-(2,6-dioxopiperidin-3-yl)-1-oxoisoindolin-4-yl)thio)butyl)-2-methylpiperazin-1-yl)-3-isopropylbenzoyl)piperidin-4-yl)butyl)-3-(pyrazin-2-yl)acrylamide